N1C=CC2=CC(=CC=C12)C=O indole-5-carbaldehyde